CCCCCCCCC=CCCCCCCCC Octadec-9-Ene